NC1=C(SC2=NC(=CC=C21)C)C(=O)N[C@@H]2CC=1C=CC(=NC1CC2)N2C[C@@H]([C@H](C2)OC2CCC2)N 3-amino-N-[(6S)-2-[(3S,4S)-3-amino-4-cyclobutoxypyrrolidin-1-yl]-5,6,7,8-tetrahydroquinolin-6-yl]-6-methylthieno[2,3-b]pyridine-2-carboxamide